CC1=NOC(=C1C=1C=CC(=C(C1)N(C1=CC=C(C=C1)C1(CC1)C#N)CC1CCN(CC1)CC1=CC=C(C=C1)N1C(NC(CC1)=O)=O)C)C 1-(4-((5-(3,5-dimethylisoxazol-4-yl)-2-methylphenyl)((1-(4-(2,4-dioxotetrahydropyrimidin-1(2H)-yl)benzyl)piperidin-4-yl)methyl)amino)phenyl)cyclopropane-1-carbonitrile